CC=1N=CC2=C(N1)C(N(C(=C2)C=2CCNCC2)C)=O 2,7-dimethyl-6-(1,2,3,6-tetrahydropyridin-4-yl)pyrido[3,4-d]pyrimidin-8(7H)-one